ClC(OC1=C(C(=C(C=C1)Br)Cl)SC)=S O-(4-bromo-3-chloro-2-methylsulfanyl-phenyl) chloromethanethioate